FC1=C(C(=C(C(=C1F)F)F)F)[B-](C1=C(C(=C(C(=C1F)F)F)F)F)(C1=C(C(=C(C(=C1F)F)F)F)F)C1=C(C(=C(C(=C1F)F)F)F)F.C[NH3+] methylammonium [tetrakis(perfluorophenyl) borate]